(3R)-1-(3-Hydroxybenzyl)-2-oxoazepan OC=1C=C(CN2C(CCCCC2)=O)C=CC1